(2S,4S)-4-fluoro-1-[2-[4-(2,6-naphthyridin-4-ylamino)-1-piperidinyl]acetyl]pyrrolidine-2-carbonitrile F[C@H]1C[C@H](N(C1)C(CN1CCC(CC1)NC1=CN=CC2=CC=NC=C12)=O)C#N